COC([C@@H](N(C)C(CN(C)C(=O)C1[N@](C1)CC1=CC=CC=C1)=O)C(C)C)=O N-(N-((S)-1-benzylaziridine-2-carbonyl)-N-methylglycinyl)-N-methyl-L-valine methyl ester